ethyl 6-((5-fluoropyridin-2-yl)methyl)-2-methyl-5-oxo-5,6-dihydro-1,6-naphthyridine-3-carboxylate FC=1C=CC(=NC1)CN1C(C=2C=C(C(=NC2C=C1)C)C(=O)OCC)=O